N4-(3-chloro-4-fluorophenyl)-7-ethoxy-4,6-quinazolinediamine ClC=1C=C(C=CC1F)NC1=NC=NC2=CC(=C(C=C12)N)OCC